1,2-bis(((2SR,5r,8RS)-8-(tert-butyl)-1-oxaspiro[4.5]decan-2-yl)oxy)ethane C(C)(C)(C)C1CCC2(CC[C@H](O2)OCCO[C@H]2OC3(CC2)CCC(CC3)C(C)(C)C)CC1 |r|